4-nitrobenzoic acid (S)-1-((2S,5R)-5-formyl-3-methylenetetrahydrofuran-2-yl)-5-methylhept-5,6-dien-3-yl ester C(=O)[C@H]1CC([C@@H](O1)CC[C@@H](CC(=C=C)C)OC(C1=CC=C(C=C1)[N+](=O)[O-])=O)=C